3-[[(5S,7S)-7-fluoro-5-phenyl-6,7-dihydro-5H-pyrrolo[1,2-b][1,2,4]triazol-2-yl]thio]cyclobutanecarboxylic acid methyl ester COC(=O)C1CC(C1)SC=1N=C2N(N1)[C@@H](C[C@@H]2F)C2=CC=CC=C2